6-(4-(2-Fluoro-5-((6-methyl-4-oxo-7-(prop-1-yn-1-yl)-3,4-dihydrophthalazin-1-yl)methyl)benzoyl)piperazin-1-yl)nicotinonitrile FC1=C(C(=O)N2CCN(CC2)C2=NC=C(C#N)C=C2)C=C(C=C1)CC1=NNC(C2=CC(=C(C=C12)C#CC)C)=O